C(C)N(CC)C(C(=O)[O-])CCC diethylaminopentaneAt